NC(=O)NC(OCC(CC1=CC=C(C=C1)[N+](=O)[O-])N)=O 2-amino-3-(4-nitrophenyl)propyl (aminocarbonyl)carbamate